C(#N)CC1=C(C=CC=C1)NC=1N=C(N=NC1C(=O)N)NC1=C(C=C2CCN(CC2=C1)CC)OC ((2-(cyanomethyl)phenyl)amino)-3-((2-ethyl-6-methoxy-1,2,3,4-tetrahydroisoquinolin-7-yl)amino)-1,2,4-triazine-6-carboxamide